NC=1C=CC(=C(C1)C=1C=CC=2N(C1)C=C(N2)NC(=O)C2C(C2)F)C N-(6-(5-amino-2-methylphenyl)imidazo[1,2-a]pyridin-2-yl)-2-fluorocyclopropane-1-carboxamide